N-(5-((5-(2-cyanoprop-2-yl)pyridin-2-yl)methoxy)-1,3,4-thiadiazol-2-yl)-4-(2-fluoro-6-methoxyphenyl)-6-methylnicotinamide C(#N)C(C)(C)C=1C=CC(=NC1)COC1=NN=C(S1)NC(C1=CN=C(C=C1C1=C(C=CC=C1OC)F)C)=O